BrC=1C=NC=C2C=CC(=NC12)Cl 8-bromo-2-chloro-[1,6]naphthyridine